C1OOCCC1 3,2-dioxane